OCC1CCC(CC1)C=1N(C2=C(N1)C=C(C(=C2)N2C(C=CC=C2C(F)(F)F)C(=O)N)OC)C 1-N-[2-[4-(hydroxymethyl)cyclohexyl]-6-methoxy-3-methyl-benzimidazol-5-yl]-6-(trifluoro-methyl)pyridine-2-carboxamide